1,5-diazabicyclo[5.4.0]undecene C1CCN2C=CCNCC2C1